3-methyl 2-(2,2,2-trichloroethyl) 7-chloro-3,4-dihydroisoquinoline-2,3(1H)-dicarboxylate ClC1=CC=C2CC(N(CC2=C1)C(=O)OCC(Cl)(Cl)Cl)C(=O)OC